methyl-4-[(1-methylcyclopropyl)amino]-N-[1-(pyridin-2-yl)piperidin-4-yl]furo[2,3-d]pyrimidine-5-carboxamide CC=1N=C(C2=C(N1)OC=C2C(=O)NC2CCN(CC2)C2=NC=CC=C2)NC2(CC2)C